ClC=1C(=NC(=NC1)NC1=C(C=C(C(=C1)[N+](=O)[O-])C#CCN(C)C)OC)C1=CN(C2=CC=CC=C12)C 5-chloro-N-(4-(3-(dimethylamino)prop-1-yn-1-yl)-2-methoxy-5-nitrophenyl)-4-(1-methyl-1H-indol-3-yl)pyrimidin-2-amine